C[C@H]1C[C@@H](C=CC1)C(=C)C trans-(-)-5-methyl-3-(1-methylethenyl)cyclohexene